C1(=CC=CC=C1)C1=CC=CC(=N1)C=1C(=C(C(=C(C1N1C2=CC=CC(=C2C=2C(=CC=CC12)C)C)N1C2=CC=CC(=C2C=2C(=CC=CC12)C)C)C1=CC=NC=C1)N1C2=CC=CC(=C2C=2C(=CC=CC12)C)C)N1C2=CC=CC(=C2C=2C(=CC=CC12)C)C 9,9',9'',9'''-(3-(6-phenylpyridin-2-yl)-6-(pyridin-4-yl)benzene-1,2,4,5-tetrayl)tetrakis(4,5-dimethyl-9H-carbazole)